FC1=CC=C(CN2S(C3=C(C4=C2C=C(C(=C4)OC)OC)C=C(C(=C3)OC)OC)(=O)=O)C=C1 6-(4-fluorobenzyl)-2,3,8,9-tetramethoxy-6H-dibenzo[c,e][1,2]thiazine 5,5-dioxide